ClC1=C(C(=C(C=C1OC)OC)Cl)C1=CC2=C(N=C(N=C2)N[C@H]2[C@H](COC2)NC(C=C)=O)C(=N1)NCC1COC1 N-((3R,4S)-4-((6-(2,6-dichloro-3,5-di-methoxyphenyl)-8-((oxetan-3-ylmeth-yl)amino)pyrido[3,4-d]pyrimidin-2-yl)amino)tetrahydrofuran-3-yl)acryl-amide